ethyl 5,5,5-trifluoro-3-hydroxy-3-methylpentanoate FC(CC(CC(=O)OCC)(C)O)(F)F